ClC1=CC=C(C(=N1)C(=O)NS(=O)(=O)C)N[C@H](C)C=1C=C(C=C2C(N(C(=NC12)N1CCC(CC1)C1=NNC(=C1)C1CC1)C)=O)C (R)-6-chloro-3-((1-(2-(4-(5-cyclopropyl-1H-pyrazol-3-yl)piperidin-1-yl)-3,6-dimethyl-4-oxo-3,4-dihydroquinazolin-8-yl)ethyl)amino)-N-(methylsulfonyl)picolinamide